3-(7-fluoro-5-((4-(1-isopropyl-6-((2-(4-methoxypiperidin-1-yl)pyrimidin-4-yl)amino)-1H-pyrazolo[4,3-c]pyridin-3-yl)piperazin-1-yl)methyl)-1-oxoisoindolin-2-yl)piperidine-2,6-dione FC=1C=C(C=C2CN(C(C12)=O)C1C(NC(CC1)=O)=O)CN1CCN(CC1)C1=NN(C2=C1C=NC(=C2)NC2=NC(=NC=C2)N2CCC(CC2)OC)C(C)C